(1r,4r)-4-(3-Chloroanilino)-2'-{3-[(4-methoxyphenyl)methoxy]-2-methylbutyl}spiro[cyclohexane-1,1'-indene]-4-carboxylic acid methyl ester COC(=O)C1(CCC2(C(=CC3=CC=CC=C23)CC(C(C)OCC2=CC=C(C=C2)OC)C)CC1)NC1=CC(=CC=C1)Cl